BrC1=CC(=C2CCC/C(/C2=C1)=N/O)F (Z)-7-Bromo-5-fluoro-3,4-dihydronaphthalen-1(2H)-one Oxime